3,5-dibromo-1-isopropyl-1H-pyrazole BrC1=NN(C(=C1)Br)C(C)C